1,1'-bis-diphenylphosphinoferrocene palladium [Pd].C1(=CC=CC=C1)P([C-]1C=CC=C1)C1=CC=CC=C1.[C-]1(C=CC=C1)P(C1=CC=CC=C1)C1=CC=CC=C1.[Fe+2]